O[C@@H]1CO[C@H]([C@H]([C@H]1O)O)CO (2R,3R,4S,5S,6S)-3,4,5-trihydroxy-6-(hydroxymethyl)tetrahydropyran